2-(4-Chloro-phenyl)-N-(2-isopropylsulfanyl-4-oxo-4H-quinazolin-3-yl)-propionamide ClC1=CC=C(C=C1)C(C(=O)NN1C(=NC2=CC=CC=C2C1=O)SC(C)C)C